2-Amino-4-bromo-3-chloro-5-iodobenzoic acid NC1=C(C(=O)O)C=C(C(=C1Cl)Br)I